C(C)(C)(C)C=1C=C(C=C(C1O)C(C)(C)C)CCC(=O)C(C(N)(N)C(CCC1=CC(=C(C(=C1)C(C)(C)C)O)C(C)(C)C)=O)CCCC bis-[3-(3,5-di-tertiary butyl-4-hydroxyphenyl)propionyl]hexanediamine